[N+](#[C-])C=1C=CC(=C(C1)C(F)(F)F)[N+](=O)[O-] 5-ISOCYANO-2-NITRO-BENZOTRIFLUORIDE